tert-butyl (2-(1,3,4-thiadiazol-2-yl)ethyl)carbamate S1C(=NN=C1)CCNC(OC(C)(C)C)=O